ClC=1C(=C(C=CC1Cl)O)C(C1=CC=NC=C1)O 3,4-dichloro-2-(hydroxy(pyridin-4-yl)methyl)phenol